tert-butyl (1-(N-(1-(4-fluoro-3-(trifluoromethyl)phenyl)cyclopropyl)methyl sulfonamido)-2-methylpropan-2-yl)carbamate FC1=C(C=C(C=C1)C1(CC1)N(S(=O)(=O)C)CC(C)(C)NC(OC(C)(C)C)=O)C(F)(F)F